OC[C@@H](CC(C)C)NC1=NC(=NC(=N1)C[C@H](C)C1=CC(=C(C(=C1)F)F)F)NS(=O)(=O)C N-(4-(((R)-1-hydroxy-4-methylpent-2-yl)amino)-6-((S)-2-(3,4,5-trifluorophenyl)propyl)-1,3,5-triazin-2-yl)methanesulfonamide